C1(=CC=CC2=CC=CC=C12)C1=CC=C(C=C1)NC1=CC=CC2=CC=CC=C12 N-(4-(naphthalen-1-yl)phenyl)naphthalene-1-amine